5-bromo-2',3-difluoro-4-methyl-[1,1'-biphenyl]-2-amine BrC1=C(C(=C(C(=C1)C1=C(C=CC=C1)F)N)F)C